6-(4-methylpyridin-3-yl)quinazolin-2-amine CC1=C(C=NC=C1)C=1C=C2C=NC(=NC2=CC1)N